C(C)OC(=O)C=1C(=NN2C1C=C(C=C2)O)C.ClC=2C=CC=C1C(C=C(OC21)C2=CC=C(C=C2)O)=O 8-chloro-2-(4-hydroxyphenyl)chromen-4-one ethyl-5-hydroxy-2-methylpyrazolo[1,5-a]pyridine-3-carboxylate